2-[2-(1-chlorocyclopropyl)-3-(3-chloro-2-fluoro-phenyl)-2-hydroxy-propyl]imidazole-4-carbonitrile ClC1(CC1)C(CC=1NC=C(N1)C#N)(CC1=C(C(=CC=C1)Cl)F)O